(S)-2-amino-3,3,3-trifluoro-N-((3R,5S)-5-methyl-1-(quinoxalin-5-yl)piperidin-3-yl)propanamide hydrochloride Cl.N[C@@H](C(=O)N[C@H]1CN(C[C@H](C1)C)C1=C2N=CC=NC2=CC=C1)C(F)(F)F